FC1=CC(=C(C=C1)C1=CC(=CC=C1)C=1OC2=C(N1)C=C(C=C2C(F)(F)F)CO)C2=NN=CN2C (2-(4'-Fluoro-2'-(4-methyl-4H-1,2,4-triazol-3-yl)-[1,1'-biphenyl]-3-yl)-7-(trifluoromethyl)benzo[d]oxazol-5-yl)methanol